3-amino-N-(trans-4-(dimethylamino)cyclohexyl)-5-(trifluoromethyl)benzamide NC=1C=C(C(=O)N[C@@H]2CC[C@H](CC2)N(C)C)C=C(C1)C(F)(F)F